4-Ethylanisole C(C)C1=CC=C(C=C1)OC